ClC=1C=C(C=CC1C)C(C(=O)NCC=1SC=C2C1CN(C2=O)C2C(NC(CC2)=O)=O)=O 2-(3-chloro-4-methylphenyl)-N-((5-(2,6-dioxopiperidin-3-yl)-4-oxo-5,6-dihydro-4H-thieno[3,4-c]pyrrol-1-yl)methyl)-2-oxoacetamide